1-(2-(2-hydroxyethyl)-1-oxo-1,2-dihydroisoquinolin-4-yl)ethyl-1-methylurea OCCN1C(C2=CC=CC=C2C(=C1)C(C)N(C(=O)N)C)=O